ClC1=C(C=CC(=C1)OC)N1C=NC(=C1)C1=NC(=NC=C1C(F)(F)F)NC1CCN(CC1)S(=O)(=O)C 4-(1-(2-chloro-4-methoxyphenyl)-1H-imidazol-4-yl)-N-(1-(methylsulfonyl)piperidin-4-yl)-5-(trifluoromethyl)pyrimidin-2-amine